FC1=C(C(=C(C=C1OC)OC)F)N1C(N(C2=C(C1)C=NC1=C2C=NN1)C=1C(=C(C(=O)O)C=CC1)F)=O 3-[3-(2,6-difluoro-3,5-dimethoxyphenyl)-2-oxo-2,3,4,7-tetrahydro-1H-pyrazolo[4',3':5,6]pyrido[4,3-d]pyrimidin-1-yl]-2-fluorobenzoic acid